2-[(3R)-3-methyl-[1,4'-bipiperidin]-1'-yl]-1,3-thiazole C[C@H]1CN(CCC1)C1CCN(CC1)C=1SC=CN1